NC1=C(C=CC(=C1)N)N 2-amino-1,4-phenylenediamine